C(C)(C)(C)OC(=O)NC=1C(=NC=C(C1)C=C)C(=O)OCC ethyl 3-((tert-butoxycarbonyl) amino)-5-vinylpyridine-carboxylate